C(C)(C)(C)OC(C(CC(=O)O)C)=O 2-methyl-succinic acid mono-tert-butyl ester